FC1=C(C(=C(C(=C1F)F)F)F)CO 2,3,4,5,6-pentafluorophenyl-methanol